COP(=O)(OC)O.CN1C(N(C=C1)C)C 1,2,3-trimethylimidazole dimethyl-phosphate